1-(4-chlorophenyl)-5-methyl-1H-pyrazole-4-carboxamide ClC1=CC=C(C=C1)N1N=CC(=C1C)C(=O)N